N=1C=C(N2C1C=CC=C2)C(=O)N2CC1=C(CC2)C=C(S1)C(=O)OC methyl 6-(imidazo[1,2-a]pyridine-3-carbonyl)-4,5,6,7-tetrahydrothieno[2,3-c]pyridine-2-carboxylate